C1(CC(C(CC1)C(C)C)CC(=O)[O-])C Menthylacetat